1-tert-butyl (S)-4-octyl-piperazine-1,3-dicarboxylate C(CCCCCCC)N1[C@@H](CN(CC1)C(=O)OC(C)(C)C)C(=O)[O-]